butyl cyanopiperidine-1-carboxylate C(#N)C1N(CCCC1)C(=O)OCCCC